1-tert-butyl-3-[(1s,3r)-3-[(tert-butyldimethylsilyl)oxy]cyclopentyl]-1H-pyrazol-5-amine C(C)(C)(C)N1N=C(C=C1N)[C@@H]1C[C@@H](CC1)O[Si](C)(C)C(C)(C)C